4-formylisophthalic acid C(=O)C1=C(C=C(C(=O)O)C=C1)C(=O)O